7a-(((4-((1R,5S)-8-(tert-butoxycarbonyl)-3,8-diazabicyclo[3.2.1]octan-3-yl)-7-(8-chloronaphthalen-1-yl)-8-fluoropyrido[4,3-d]pyrimidin-2-yl)oxy)methyl)hexahydropyrrolizine C(C)(C)(C)OC(=O)N1[C@H]2CN(C[C@@H]1CC2)C=2C1=C(N=C(N2)OCC23CCCN3CCC2)C(=C(N=C1)C1=CC=CC2=CC=CC(=C12)Cl)F